methyl (E)-2-methylhept-2-enoate C/C(/C(=O)OC)=C\CCCC